FC1=C2C(=CN=C1C1CCC(CC1)N1CC3(COC3)C1)NC(=C2C(C)C)C=2C=C(C=1N(C2)N=CN1)C 6-(4-(4-fluoro-3-isopropyl-2-(8-methyl-[1,2,4]triazolo[1,5-a]pyridin-6-yl)-1H-pyrrolo[2,3-c]pyridin-5-yl)cyclohexyl)-2-oxa-6-azaspiro[3.3]heptane